CC([O-])CC.[Fe+2].CC([O-])CC iron(II) sec-butoxide